C1(CCCCCC1)[C@@H]1[C@@H](C2=CC=C(C=C2CC1)O)C1=CC=C(C=C1)N1CCC(CC1)CN1CCN(CC1)C=1C=C2CN(C(C2=CC1)=O)[C@@H]1C(NC(CC1)=O)=O (3S)-3-[5-[4-[[1-[4-[(1R,2R)-2-cycloheptyl-6-hydroxy-tetralin-1-yl]phenyl]-4-piperidyl]methyl]piperazin-1-yl]-1-oxo-isoindolin-2-yl]piperidine-2,6-dione